3-(triphenylen-2-yl)phenylboronic acid C1=C(C=CC=2C3=CC=CC=C3C3=CC=CC=C3C12)C=1C=C(C=CC1)B(O)O